3-(1H-Indol-2-yl)-1-(1-methylsulfonyl-4-piperidyl)pyrazolo[3,4-d]pyrimidin-4-amine N1C(=CC2=CC=CC=C12)C1=NN(C2=NC=NC(=C21)N)C2CCN(CC2)S(=O)(=O)C